FC=1C(=CC=2N(C(C(=C(N2)C(F)(F)F)C=2C=NN(C2)CC(C(F)(F)F)(F)F)=O)C1)OC 7-fluoro-8-methoxy-3-[1-(2,2,3,3,3-pentafluoropropyl)pyrazol-4-yl]-2-(trifluoromethyl)pyrido[1,2-a]pyrimidin-4-one